tert-butyl 4-(7-(1-methyl-1H-pyrazol-4-yl)-9H-carbazol-3-yl)-5,6-dihydropyridine-1(2H)-carboxylate CN1N=CC(=C1)C1=CC=C2C=3C=C(C=CC3NC2=C1)C1=CCN(CC1)C(=O)OC(C)(C)C